1-methyl-1-(p-phenylazophenyl)ethyl carbamate C(N)(OC(C)(C1=CC=C(C=C1)N=NC1=CC=CC=C1)C)=O